(R)-N-(8-methylisoquinolin-1-yl)-4-(3-methylisoxazol-5-yl)-N-(piperidin-3-yl)-3,6-dihydropyridine-1(2H)-carboxamide CC=1C=CC=C2C=CN=C(C12)N(C(=O)N1CCC(=CC1)C1=CC(=NO1)C)[C@H]1CNCCC1